C1(CC1)N1CC2(CN(C2)C(=O)C2CCN(CC2)C(=O)C2=C(C=C(C=C2)NC=2C=3N(C=CN2)C(=CN3)C3=CC=C(C=C3)OC(F)F)C)C1 (4-(6-cyclopropyl-2,6-diaza-spiro[3.3]heptane-2-carbonyl)piperidin-1-yl)(4-((3-(4-(difluoro-methoxy)phenyl)imidazo[1,2-a]pyrazin-8-yl)amino)-2-methylphenyl)-methanone